N-((1S)-1-cyclohexyl-2-((2-(methoxymethyl)-2-(6-oxo-5,7-diazaspiro[2.5]octan-5-yl)-2,3-dihydro-1H-inden-5-yl)amino)-2-oxoethyl)-1-methyl-1H-pyrazole-5-carboxamide C1(CCCCC1)[C@@H](C(=O)NC=1C=C2CC(CC2=CC1)(N1CC2(CC2)CNC1=O)COC)NC(=O)C1=CC=NN1C